tert-butyl (2R,6S)-4-{8-fluoro-2-[6-(methoxymethoxy)-2-methylindazol-5-yl]quinolin-6-yl}-2,6-dimethylpiperazine-1-carboxylate FC=1C=C(C=C2C=CC(=NC12)C1=CC2=CN(N=C2C=C1OCOC)C)N1C[C@H](N([C@H](C1)C)C(=O)OC(C)(C)C)C